CN(CCOC1=CC=C(C=C1)C[C@@H]1C(NC(S1)=O)=O)C1=NC=CC=C1 |r| (RS)-5-({4-[2-(Methyl-2-pyridinylamino)ethoxy]phenyl}methyl)-2,4-thiazolidinedione